NC=1C=2N(C3=CC(=C(C=C3N1)F)C(=O)N([C@@H]1COC3=C1C=CC(=C3)C(F)(F)F)C)C=NC2C([2H])([2H])[2H] (S)-4-amino-7-fluoro-N-methyl-3-(methyl-d3)-N-(6-(trifluoromethyl)-2,3-dihydrobenzofuran-3-yl)imidazo[1,5-a]quinoxaline-8-carboxamide